CC1(C=CC=C1)C(OC[Hf+3])C1(C=CC=C1)C bis(methylcyclopentadienyl)methoxymethyl-Hafnium (IV)